FC(C(=O)O)(F)F.N[C@@]1(CN(C[C@H]1CCCB(O)O)S(N[C@@H]1COC[C@H]1N)(=O)=O)C(=O)O |r| (rac)-trans-3-amino-1-(N-((trans)-4-aminotetrahydrofuran-3-yl)sulfamoyl)-4-(3-boronopropyl)pyrrolidine-3-carboxylic acid, 2,2,2-trifluoroacetic acid salt